(aminomethyl)-6-chloropyridine-4-carboxylic acid methyl ester COC(=O)C1=CC(=NC(=C1)Cl)CN